ClC=1NC2=C(C1)C=CC=C2 2-chlorobenzoAzole